FC(N(C(C)=O)C(F)(F)F)(F)F N,N-bis(trifluoromethyl)acetamide